4-(4-((4-(4-((2-((1S)-1-((tetrahydro-2H-pyran-2-yl)oxy)ethyl)-1H-imidazol-1-yl)methyl)-1H-1,2,3-triazol-1-yl)phenyl)ethynyl)benzyl)morpholine O1C(CCCC1)O[C@@H](C)C=1N(C=CN1)CC=1N=NN(C1)C1=CC=C(C=C1)C#CC1=CC=C(CN2CCOCC2)C=C1